5-(4-((tert-butyldimethylsilyl)oxy)-2-methoxyphenyl)-3H-1,2-dithiole-3-thione [Si](C)(C)(C(C)(C)C)OC1=CC(=C(C=C1)C1=CC(SS1)=S)OC